FC(C(F)F)(F)C(C(F)(F)F)OC(C(F)(F)F)C(C(F)F)(F)F 1,1,2,2-Tetrafluoroethyl-2,2,2-trifluoroethylether